C(#N)C(C)C1=NC(N=C1)(C=1C=C(C=C(C1C(=O)O)C(=O)O)C(=O)O)CCCCCCCCCCC 1-cyanoethyl-2-undecylimidazoleTrimellitic acid